C1(=CC=C(C=C1)SCCCCC(C(=O)O)=C)C1=CC=CC=C1 4-([1,1'-biphenyl]-4-yl-thio)butyl-acrylic acid